OCCCCNC1=NC(=NC(=N1)NCCCN(CCC(=O)OCCCCCCCCCCCCCC)CCC(=O)OCCCCCCCCCCCCCC)NCCCN(CCC(=O)OCCCCCCCCCCCCCC)CCC(=O)OCCCCCCCCCCCCCC tetrakis(tetradecyl) 3,3',3'',3'''-((((6-((4-hydroxybutyl)amino)-1,3,5-triazine-2,4-diyl)bis(azanediyl))bis(propane-3,1-diyl))bis(azanetriyl))tetrapropionate